aluminum para-tertiary butyl-benzoic acid C(C)(C)(C)C1=CC=C(C(=O)O)C=C1.[Al]